C(C=C)[SiH2]Cl ALLYLCHLOROSILANE